2-Amino-2-(2,4-difluoro-3-(trifluoromethyl)phenyl)acetonitrile NC(C#N)C1=C(C(=C(C=C1)F)C(F)(F)F)F